[Na+].C(C)(=O)OC1=CC=C(COC(=O)NCCCS(=O)(=O)[O-])C=C1 3-(p-acetyloxybenzyloxycarbonyl)amino-1-propanesulfonic Acid Sodium Salt